C(C)OC(=O)OC1(CCC(CC1)(O)O)OC(\C=C\C1=CC(=C(C=C1)O)O)=O (1S)-1-ethoxyformyloxy-3-cis-[3,4-dihydroxyl-trans-cinnamoyl-oxy]-4'-trans-5'-trans-dihydroxyl-cyclohexane